Cl.ClC1=CC=C2C(=C(NC2=C1Cl)CN)C=1C=NNC1 [6,7-dichloro-3-(1H-pyrazol-4-yl)-1H-indol-2-yl]methanamine hydrochloride